COC1=CC=C(C=C1)C(=CN(C=1C=CC=2N(C3=CC=C(C=C3C2C1)N(C=C(C1=CC=C(C=C1)OC)C1=CC=C(C=C1)OC)C=C(C1=CC=C(C=C1)OC)C1=CC=C(C=C1)OC)C=C(C1=CC=C(C=C1)OC)C1=CC=C(C=C1)OC)C=C(C1=CC=C(C=C1)OC)C1=CC=C(C=C1)OC)C1=CC=C(C=C1)OC N3,N3,N6,N6,9-pentakis(2,2-bis(4-methoxyphenyl)vinyl)-9H-carbazole-3,6-diamine